C(C)(C)(C)N1C=NC(=C1)C(=O)NC1=C(C=C(C(=C1)C=1C=C(C=2N(C1)C=CN2)N2CCOCC2)C)F 1-tert-Butyl-N-{2-fluoro-4-methyl-5-[8-(morpholin-4-yl)imidazo[1,2-a]pyridin-6-yl]phenyl}imidazole-4-carboxamide